N-[2-chloro-5-fluoro-4-(trifluoromethyl)phenyl]-2-iodoacetamide ClC1=C(C=C(C(=C1)C(F)(F)F)F)NC(CI)=O